FC1([C@H](C2=C(N(N=C2C(F)(F)F)C=2C=NC(=CC2)C(F)(F)F)C1)O)F (4S)-5,5-difluoro-3-(trifluoromethyl)-1-[6-(trifluoromethyl)pyridin-3-yl]-4,6-dihydro-cyclopenta[c]pyrazol-4-ol